tert-Butyl 7-[8-(tert-butoxycarbonylamino)-3-[(1-tert-butoxycarbonylazetidin-3-yl)oxycarbonylamino]-7-fluoro-6-isoquinolyl]-8-methyl-2,3-dihydropyrido[2,3-b][1,4]oxazine-1-carboxylate C(C)(C)(C)OC(=O)NC=1C(=C(C=C2C=C(N=CC12)NC(=O)OC1CN(C1)C(=O)OC(C)(C)C)C1=C(C2=C(OCCN2C(=O)OC(C)(C)C)N=C1)C)F